4-methylphenyl-[4-(2-methylpropyl)phenyl]iodonium hexafluorophosphate F[P-](F)(F)(F)(F)F.CC1=CC=C(C=C1)[I+]C1=CC=C(C=C1)CC(C)C